tert-Butyl 4-(3-chloro-5-(2-isopropylphenyl)pyrido[2,3-d]pyridazin-8-yl)piperazine-1-carboxylate ClC1=CC=2C(=C(N=NC2C2=C(C=CC=C2)C(C)C)N2CCN(CC2)C(=O)OC(C)(C)C)N=C1